ClC(C(=O)[O-])CC1=CC=CC=C1 2-chloro-3-phenylpropionate